C(#N)C=1C(N(C2=CC=CC=C2C1N1CCC(CC1)OC1=CC=C(C(=O)N(C)C)C=C1)C)=O 4-{[1-(3-cyano-1-methyl-2-oxo-1,2-dihydroquinolin-4-yl)piperidin-4-yl]oxy}-N,N-dimethylbenzamide